FC1=NC=CC=C1NCC(=O)O 2-((2-fluoropyridin-3-yl)amino)acetic acid